C(C)(C)C1=CC=C(C=C1)N1N=C2CCNC[C@H]3C2=C1CCN3C(=O)OC(C)(C)C |r| tert-butyl (rac)-2-(4-isopropylphenyl)-2,3,4,5a,6,7,8,9-octahydro-5H-1,2,5,7-tetraazabenzo[cd]azulene-5-carboxylate